[Si](C1=CC=CC=C1)(C1=CC=CC=C1)(C(C)(C)C)OC1C(COC1)(C)N1C[C@@H](N(CC1)C=1C=C2C=C(N=CC2=CC1C)NC(=O)[C@H]1CC12CCOCC2)C (S)-N-(6-((2S)-4-(4-((tert-butyldiphenylsilyl)oxy)-3-methyltetrahydrofuran-3-yl)-2-methylpiperazin-1-yl)-7-methylisoquinolin-3-yl)-6-oxaspiro[2.5]octane-1-carboxamide